methyl (2E)-2-[2-[[(Z)-[1-(2,6-difluoro-4-methoxy-phenyl)-2-methoxy-ethylidene]amino]oxy-methyl]-3-methyl-phenyl]-2-methoxyimino-acetate FC1=C(C(=CC(=C1)OC)F)/C(/COC)=N/OCC1=C(C=CC=C1C)\C(\C(=O)OC)=N/OC